[N+](=O)([O-])C=1C=CC(=NC1)N1CCC(CC1)OC1=CC=C(C=C1)CO (4-((1-(5-nitropyridin-2-yl)piperidin-4-yl)oxy)phenyl)methanol